N[C@H](C)C=1C(NC2=CC(=C(C=C2C1)Cl)F)=O (R)-3-(1-aminoethyl)-6-chloro-7-fluoroquinolin-2(1H)-one